1-(2-methoxypyridin-4-yl)methylamine COC1=NC=CC(=C1)CN